Phenethylcyanoacetat C(CC1=CC=CC=C1)C(C(=O)[O-])C#N